COC1=C(C=CC=C1)C/C=C/C=O (E)-4-(2-methoxyphenyl)but-2-enal